(S)-(4-(7-fluorobenzo[d]oxazol-2-yl)-6,7-dihydro-1H-imidazo[4,5-c]pyridin-5(4H)-yl)(5-(pyridin-2-yl)-1,3,4-oxadiazol-2-yl)methanone FC1=CC=CC=2N=C(OC21)[C@H]2N(CCC1=C2N=CN1)C(=O)C=1OC(=NN1)C1=NC=CC=C1